(2S,4R)-1-((S)-19-(4-benzhydrylpiperazin-1-yl)-2-(tert-butyl)-4,19-dioxo-7,10,13,16-tetraoxa-3-azanonadecanoyl)-4-hydroxy-N-(4-(4-methylthiazol-5-yl)benzyl)pyrrolidine-2-carboxamide C(C1=CC=CC=C1)(C1=CC=CC=C1)N1CCN(CC1)C(CCOCCOCCOCCOCCC(N[C@H](C(=O)N1[C@@H](C[C@H](C1)O)C(=O)NCC1=CC=C(C=C1)C1=C(N=CS1)C)C(C)(C)C)=O)=O